1-Cyclopropylethyl 2-((((((R)-1-(6-amino-9H-purin-9-yl)propan-2-yl)oxy)methyl)((1-(hexyloxy)-2-methyl-1-oxopropan-2-yl)amino)phosphoryl)amino)-2-methylpropanoate NC1=C2N=CN(C2=NC=N1)C[C@@H](C)OCP(=O)(NC(C(=O)OCCCCCC)(C)C)NC(C(=O)OC(C)C1CC1)(C)C